C(#N)[C@H]1N(CSC1)C(CNC(=O)C1=CC=NC2=CC=C(C=C12)COC1CC1)=O (R)-N-(2-(4-cyanothiazolidin-3-yl)-2-oxoethyl)-6-(cyclopropoxymethyl)quinoline-4-carboxamide